ClC=1N=NC=2NC=3CCN[C@@H](C3C2C1)CCCCCNC(OCC1=CC=CC=C1)=O benzyl N-[5-[(3R)-12-chloro-4,8,10,11-tetrazatricyclo[7.4.0.02,7]trideca-1(9),2(7),10,12-tetraen-3-yl]pentyl]carbamate